2-amino-8-methoxy-N-[[6-(2-pyridyl)-2-pyridyl]methyl]quinazoline-4-carboxamide NC1=NC2=C(C=CC=C2C(=N1)C(=O)NCC1=NC(=CC=C1)C1=NC=CC=C1)OC